[Si](C)(C)(C(C)(C)C)OCCOC1=C(C=CC=C1)C=1C(=CC(=C(C1)NS(=O)(=O)C1=NC(=CC(=C1)C(=O)OC)Cl)F)F methyl 2-[[5-[2-[2-[tert-butyl (dimethyl) silyl] oxyethoxy] phenyl]-2,4-difluoro-phenyl] sulfamoyl]-6-chloropyridine-4-carboxylate